C(C)NC1=CC=NC=C1C=1SC(=NN1)N1CCNCC1 4-(ethylamino)-5-[5-(piperazin-1-yl)-1,3,4-thiadiazol-2-yl]Pyridine